[O-2].[Ta+5].[Sb+3].[O-2].[O-2].[O-2] antimony-tantalum oxide